2-((3-hydroxypyridin-2-yl)methyl)-6-(4-methoxyphenylsulfonyl)phthalazin-1(2H)-one OC=1C(=NC=CC1)CN1C(C2=CC=C(C=C2C=N1)S(=O)(=O)C1=CC=C(C=C1)OC)=O